[PtH2].COP(OC)=O (dimethyl-phosphonic acid) platinum (II) hydride